1-[2-[(1R)-1-(2,2-difluoro-1,3-benzodioxol-5-yl)ethoxy]-4-pyridyl]-3-(trifluoromethyl)-4,5,6,7-tetrahydroindazol-7-ol FC1(OC2=C(O1)C=CC(=C2)[C@@H](C)OC2=NC=CC(=C2)N2N=C(C=1CCCC(C21)O)C(F)(F)F)F